2-(2,6-dioxopiperidin-3-yl)-4-bromoisoindoline-1,3-dione O=C1NC(CCC1N1C(C2=CC=CC(=C2C1=O)Br)=O)=O